CC=1N=NN(N1)CC1=C(C=CC(=C1)C(F)(F)F)CCC(=O)O 3-(2-((5-methyl-2H-tetrazol-2-yl)methyl)-4-(trifluoromethyl)phenyl)propanoic acid